4-[3-chloro-6-fluoro-2-[2-(3-thienyl)ethyl]phenyl]-5-hydroxy-2,6-dimethyl-pyridazin-3-one ClC=1C(=C(C(=CC1)F)C=1C(N(N=C(C1O)C)C)=O)CCC1=CSC=C1